ClC1=CC(=CC=2B(OCC21)O)C(=O)NC(C(=O)NCCC(=O)O)CNC(=O)C=2C=C(C1=C(B(OC1)O)C2)Cl 3-(2,3-bis(4-chloro-1-hydroxy-1,3-dihydrobenzo[c][1,2]oxaborole-6-carboxamido)-propionamido)propionic acid